4-Amino-5-bromo-7-methyl-2,3-dihydro-1H-isoindole-2-carboxylic acid-2-methylpropan-2-yl ester CC(C)(C)OC(=O)N1CC2=C(C=C(C(=C2C1)N)Br)C